FS(C=1C=C(CN2C=CC3=CC(=CC=C23)NC(C=C)=O)C=CC1)(F)(F)(F)F N-(1-(3-(penta-fluoro-λ6-sulfanyl)-benzyl)-1H-indol-5-yl)-acrylamide